(S)-1,3-bis((benzyloxy)methyl)-4-(2-(dimethylamino)-3-methoxy-3-oxopropyl)-2-((4-nitrophenyl)selanyl)-1H-imidazol-3-ium tetrafluoroborate F[B-](F)(F)F.C(C1=CC=CC=C1)OCN1C(=[N+](C(=C1)C[C@@H](C(=O)OC)N(C)C)COCC1=CC=CC=C1)[Se]C1=CC=C(C=C1)[N+](=O)[O-]